(S)-tert-butyl-3-((4-((4-(trifluoromethyl)benzyl)oxy)benzyl)carbamoyl)pyrrolidine-1-carboxylate C(C)(C)(C)OC(=O)N1C[C@H](CC1)C(NCC1=CC=C(C=C1)OCC1=CC=C(C=C1)C(F)(F)F)=O